(1,2-dihydroxyethylene)bismethacrylamide OC(C(O)C=C(C(=O)N)C)C=C(C(=O)N)C